4-[[(2S,3S,4R,5S)-3-(3,4-difluoro-2-methoxy-phenyl)-4,5-dimethyl-5-(trifluoromethyl)tetrahydrofuran-2-carbonyl]amino]-3-fluoro-pyridin-2-carboxamid FC=1C(=C(C=CC1F)[C@H]1[C@H](O[C@@]([C@@H]1C)(C(F)(F)F)C)C(=O)NC1=C(C(=NC=C1)C(=O)N)F)OC